C(C)(C)(C)OC(=O)N1[C@H](C[C@@H](C1)F)C=1C(=NC=C(C1)F)OCCCCN1C(C2=CC=CC=C2C1=O)=O (2R,4S)-2-(2-(4-(1,3-dioxoisoindolin-2-yl)butoxy)-5-fluoropyridin-3-yl)-4-fluoropyrrolidine-1-carboxylic acid tert-butyl ester